CCCCOCCOCC(C)O 1-Butoxyethoxy-2-propanol